NC1=C2C(=NC=N1)N(N=C2C)C(C)C=2C(=C(C(=C(C2)Cl)C)C2=CC(=NC=C2)C#N)OC 4-{3-[1-(4-amino-3-methyl-1H-pyrazolo[3,4-d]pyrimidin-1-yl)ethyl]-5-chloro-2-methoxy-6-methylphenyl}pyridine-2-carbonitrile